Cl.C(N)(O)=O carbamat Hydrochloride